FC(CN1C(C2=C(C=C(C=C2CC1)C1=CN=C2N1C=CC(=C2)OC[C@@H]2OCCOC2)OC)=O)F 2-(2,2-difluoroethyl)-6-[7-[[(2R)-1,4-dioxan-2-yl]methoxy]imidazo[1,2-a]pyridin-3-yl]-8-methoxy-3,4-dihydroisoquinolin-1-one